4,4'-dimethyldiphenyliodonium CC1=CC=C(C=C1)[I+]C2=CC=C(C=C2)C.[Br-]